C(#N)C=1C(=C(C=CC1)[C@@H](C)N[S@](=O)C(C)(C)C)F (R)-N-((R)-1-(3-cyano-2-fluorophenyl)ethyl)-2-methylpropane-2-sulfinamide